9-(3-(5-Benzyl-4H-1,2,4-triazol-3-yl)phenoxy)-2,3,4,6-tetrahydro-1H-azepino[5,4,3-cd]indole C(C1=CC=CC=C1)C=1NC(=NN1)C=1C=C(OC2=CC=C3C=4C(CNC24)CCNC3)C=CC1